3-(5-(difluoromethyl)-1,3,4-thiadiazol-2-yl)-N-(1-(fluoromethyl)cyclopropyl)-8-(2-oxa-7-azaspiro[3.5]nonan-7-yl)imidazo[1,2-a]pyridine-6-sulfonamide FC(C1=NN=C(S1)C1=CN=C2N1C=C(C=C2N2CCC1(COC1)CC2)S(=O)(=O)NC2(CC2)CF)F